C1(CC1)C1=CC(=NN1)NC1=NC(=NC=C1)N(C)C1CCN(CC1)CC1=CC(=CC(=C1)F)F N4-(5-cyclopropyl-1H-pyrazol-3-yl)-N2-(1-(3,5-difluorobenzyl)piperidin-4-yl)-N2-methylpyrimidine-2,4-diamine